N-(3,6-dicyclopropyl-9H-xanthen-9-yl)-2-oxo-6-(trifluoromethyl)-1,2-dihydropyridine-3-carboxamide C1(CC1)C=1C=CC=2C(C3=CC=C(C=C3OC2C1)C1CC1)NC(=O)C=1C(NC(=CC1)C(F)(F)F)=O